ClC1=CC=C(C=C1)C(\C=C\C1=CC2=C(OC(O2)(F)F)C=C1)=O (E)-1-(4-chlorophenyl)-3-(2,2-difluorobenzo[d][1,3]dioxol-5-yl)prop-2-en-1-one